4-(6-((4-chlorophenyl)ethynyl)-5-morpholinyl-1H-benzoimidazol-2-yl)-N-hydroxybenzoamide ClC1=CC=C(C=C1)C#CC=1C(=CC2=C(NC(=N2)C2=CC=C(C(=O)NO)C=C2)C1)N1CCOCC1